(S)-1-Amino-2-(1-(2-fluoroacryloyl)piperidin-2-yl)-4-(4-((4-methylpyridin-2-yl)carbamoyl)phenyl)-1H-imidazol-5-carboxamid NN1C(=NC(=C1C(=O)N)C1=CC=C(C=C1)C(NC1=NC=CC(=C1)C)=O)[C@H]1N(CCCC1)C(C(=C)F)=O